N-(3-methyloxetan-3-yl)-8-(6-oxooctahydro-2H-pyrazino[1,2-a]pyrazine-2-yl)-3-(5-(trifluoromethyl)-1,3,4-thiadiazol-2-yl)imidazo[1,5-a]pyridine-6-sulfonamide CC1(COC1)NS(=O)(=O)C=1C=C(C=2N(C1)C(=NC2)C=2SC(=NN2)C(F)(F)F)N2CC1N(CC2)C(CNC1)=O